B(O)(O)O.FC(C(=O)O)(C(=O)O)F.FC=1C=C(C(=C(C1)[C@@H](C)N[S@](=O)CC(C)C)C)C(F)(F)F (R)-N-((R)-1-(5-fluoro-2-methyl-3-(trifluoromethyl)phenyl)ethyl)-2-methylpropanesulfinamide difluoro(malonate) borate